ethyl 5-morpholino-4-oxo-1-[4-(trifluoromethoxy)phenyl]cinnoline-3-carboxylate O1CCN(CC1)C1=C2C(C(=NN(C2=CC=C1)C1=CC=C(C=C1)OC(F)(F)F)C(=O)OCC)=O